N1(CCC1)C(C(=CC=1C=C(OCCC(=O)N[C@@H](CC2=CC=CC=C2)B(O)O)C=CC1)C#N)=O (R)-(1-(3-(3-(3-(azetidin-1-yl)-2-cyano-3-oxoprop-1-en-1-yl)phenoxy)propanamido)-2-phenylethyl)boronic acid